di-tert-butyl ((5R)-4-(((2-chloro-4-(N-(2,4-dimethoxybenzyl)-N-(1,2,4-thiadiazol-5-yl)sulfamoyl)-5-fluorophenyl)amino)methyl)-2,2-dimethylhexane-1,5-diyl)dicarbamate ClC1=C(C=C(C(=C1)S(N(C1=NC=NS1)CC1=C(C=C(C=C1)OC)OC)(=O)=O)F)NCC(CC(CNC(OC(C)(C)C)=O)(C)C)[C@@H](C)NC(OC(C)(C)C)=O